ClC1C=2N(C3=C(CC14OCCCO4)C=CC=C3)C(=NN2)C2CCC(CC2)(C)OC chloro-1'-(cis-4-methoxy-4-methylcyclohexyl)-4'H,6'H-spiro[1,3-dioxane-2,5'-[1,2,4]triazolo[4,3-a][1]benzazepine]